C(C)(=O)N1C(CC2=CC(=CC=C12)NC(=O)NCC1=CC=NC=C1)C1=CC=CC=C1 N-(1-acetyl-2-phenyl-2,3-dihydro-1H-indol-5-yl)-N'-[(pyridin-4-yl)methyl]urea